(E)-3-methyl-N'-(1-(naphthalen-2-yl)ethylidene)benzoylhydrazine CC=1C=C(C(=O)N/N=C(\C)/C2=CC3=CC=CC=C3C=C2)C=CC1